OC1=CC(=C2C(C[C@H](OC2=C1C[C@@H](CC=C(C)C)C(=C)C)C1=C(C=C(C=C1)O)OC)=O)OC (2S)-7-hydroxy-2-(4-hydroxy-2-methoxyphenyl)-5-methoxy-8-[(2R)-5-methyl-2-prop-1-en-2-ylhex-4-enyl]-2,3-dihydrochromen-4-one